(R)-2-(1-ethylpiperazin-2-yl)ethanol trifluoroacetate FC(C(=O)O)(F)F.C(C)N1[C@@H](CNCC1)CCO